F[C@@]12[C@@H](N(CC1)C(=O)OCC1=CC=CC=C1)CN(C2)CC(C(=O)OCC2=CC=C(C=C2)OC)(C)C (cis)-benzyl 3a-fluoro-5-(3-((4-methoxybenzyl)oxy)-2,2-dimethyl-3-oxopropyl)hexahydropyrrolo[3,4-b]pyrrole-1(2H)-carboxylate